COC(=O)[C@H]1N(C([C@H](C1)NC(=O)OCC1=CC=CC=C1)=O)C(=O)OC(C)(C)C (2S,4S)-4-(((benzyloxy)carbonyl)amino)-5-oxo-pyrrolidine-1,2-dicarboxylic acid 1-tert-butyl ester 2-methyl ester